butyl 4-(((benzyloxy)carbonyl)amino)-2-azabicyclo[2.1.1]hexane-2-carboxylate C(C1=CC=CC=C1)OC(=O)NC12CN(C(C1)C2)C(=O)OCCCC